2,5-bis(2-ethoxyethoxy)terephthalaldehyde C(C)OCCOC1=C(C=O)C=C(C(=C1)C=O)OCCOCC